[C@H](C)(CC)[C@@H]1N(CC2=C(NC1=O)C=CC=C2)C(=O)NC2CCOCC2 (S)-3-((S)-sec-butyl)-2-oxo-N-(tetrahydro-2H-pyran-4-yl)-1,2,3,5-tetrahydro-4H-benzo[e][1,4]diazepine-4-carboxamide